C(#N)C1=CC(=C(C=N1)OC1=CC(=C2C(=N1)N(C=N2)C)NC2=CC=C(C(=N2)C)C(=O)NCC)C 6-[[5-[(6-cyano-4-methyl-3-pyridinyl)oxy]-3-methyl-imidazo[4,5-b]pyridin-7-yl]amino]-N-ethyl-2-methyl-pyridine-3-carboxamide